N-(3-methyloxetan-3-yl)acetamide CC1(COC1)NC(C)=O